BrC1=CC=C(O1)C#CCNC(OC(C)(C)C)=O tert-butyl (3-(5-bromofuran-2-yl)prop-2-yn-1-yl)carbamate